C(CCCCCCCCCCCCCCCCC)(=O)OCN1C(CCC2=CC=C(C=C12)CCN1CCN(CC1)C1=CC(=CC=2SC=CC21)F)=O (7-(2-(4-(6-fluorobenzo[b]thiophen-4-yl)piperazin-1-yl)ethyl)-2-oxo-3,4-dihydroquinolin-1(2H)-yl)methyl stearate